2-amino-2-{[1-oxo-1-(propan-2-yloxy)propan-2-yl]carbamoyl}acetic acid NC(C(=O)O)C(NC(C(OC(C)C)=O)C)=O